3-(4-Chloro-3-fluorobenzyl)-3-hydroxy-1-(2-(pyridazin-4-yl)-2H-1,2,3-triazol-4-yl)piperidin-2-one ClC1=C(C=C(CC2(C(N(CCC2)C2=NN(N=C2)C2=CN=NC=C2)=O)O)C=C1)F